NN1C(=NC(=C1C(=O)O)C1=CC=C(C=C1)CNC(C1=C(C=CC(=C1)F)OC)=O)C1COCCC1 1-amino-4-(4-((5-fluoro-2-methoxybenzamido)methyl)phenyl)-2-(tetrahydro-2H-pyran-3-yl)-1H-imidazole-5-carboxylic acid